methyl 2-[[3-(2-amino-6-chloro-pyrimidin-4-yl)-1-(difluoromethyl) pyrazol-4-yl]methyl]benzoate NC1=NC(=CC(=N1)C1=NN(C=C1CC1=C(C(=O)OC)C=CC=C1)C(F)F)Cl